(1S,3S)-3-((5-(4-(((isopentyl-(methyl)carbamoyl)oxy)methyl)-3-methylisoxazol-5-yl)pyrazin-2-yl)oxy)cyclohexane-1-carboxylic acid C(CC(C)C)N(C(=O)OCC=1C(=NOC1C=1N=CC(=NC1)O[C@@H]1C[C@H](CCC1)C(=O)O)C)C